6-(5-(2-((2-(6-fluoro-1-methyl-2-oxoindolin-7-yl)-2-hydroxyethyl)amino)ethyl)-2-oxooxazolidin-3-yl)-2H-pyrido[3,2-b][1,4]oxazin-3(4H)-one FC1=CC=C2CC(N(C2=C1C(CNCCC1CN(C(O1)=O)C=1C=CC=2OCC(NC2N1)=O)O)C)=O